(9Z,12Z)-octadeca-9,12-dien-1-yl (4R)-4-((3R,10S,13R)-3-methoxy-10,13-dimethylhexadecahydro-1H-cyclopenta[a]phenanthren-17-yl)pentanoate CO[C@@H]1CC[C@@]2(C3CC[C@@]4(C(CCC4C3CCC2C1)[C@@H](CCC(=O)OCCCCCCCC\C=C/C\C=C/CCCCC)C)C)C